FC1=CC=C2C=C(N(C2=C1)C(=O)OC(C)(C)C)C=1C=NC(=NC1)N1CCCCC1 tert-Butyl 6-fluoro-2-(2-(piperidin-1-yl)pyrimidin-5-yl)-1H-indole-1-carboxylate